(5R,6R)-6-((R)-5H-imidazo[5,1-a]isoindol-5-yl)-5,6,7,8-tetrahydroisoquinolin-5-ol C=1N=CN2C1C1=CC=CC=C1[C@H]2[C@@H]2[C@H](C=1C=CN=CC1CC2)O